O1CC=NC2=C1C=CC=C2 [1,4]benzoxazine